3-hydroxypropyl-trihydroxysilane methyl-2-[4-[4,6-bis[2-hydroxy-4-(2-methoxy-1-methyl-2-oxo-ethoxy)phenyl]-1,3,5-triazin-2-yl]-3-hydroxy-phenoxy]propanoate COC(C(C)OC1=CC(=C(C=C1)C1=NC(=NC(=N1)C1=C(C=C(C=C1)OC(C(=O)OC)C)O)C1=C(C=C(C=C1)OC(C(OC)=O)C)O)O)=O.OCCC[Si](O)(O)O